OC1=CC=C(C=CC=CC(=O)[O-])C=C1 p-hydroxystyrene-acrylate